((6-(4-chlorophenyl)-2-(pyridin-3-yl)pyrimidin-4-yl)amino)propane-1,2-diol ClC1=CC=C(C=C1)C1=CC(=NC(=N1)C=1C=NC=CC1)NC(C(C)O)O